FC1=C(CN2C(C=3C=CC=NC3C(=C2)C(=O)N[C@@H]2[C@H](CCCCC2)O)=O)C=CC(=C1)C=1C=NN(C1)C 6-(2-fluoro-4-(1-methyl-1H-pyrazol-4-yl)benzyl)-N-((1S,2S)-2-hydroxycycloheptyl)-5-oxo-5,6-dihydro-1,6-naphthyridine-8-carboxamide